NC1=NC(=CC(=C1)C=1N(C=2C=CC=C(C2C1)NC1CCN(CC1)C)CC(F)(F)F)C1=CC=CC=C1 2-(2-amino-6-phenylpyridin-4-yl)-N-(1-methylpiperidin-4-yl)-1-(2,2,2-trifluoroethyl)-1H-indol-4-amine